(e)-2-(2-ethylphenylmethylene)-7-bromo-1-tetralone C(C)C1=C(C=CC=C1)\C=C/1\C(C2=CC(=CC=C2CC1)Br)=O